1-((2-(methylamino)pyrimidin-4-yl)methyl)-4-(1-(4-(trifluoromethoxy)phenyl)-1H-pyrazolo[3,4-b]pyridin-3-yl)pyridin-2(1H)-one CNC1=NC=CC(=N1)CN1C(C=C(C=C1)C1=NN(C2=NC=CC=C21)C2=CC=C(C=C2)OC(F)(F)F)=O